FC=1C=C(C=CC1)CC=1C=CC(=NC1)NC(=O)C1=CN=NC=C1 N-{5-[(3-fluorophenyl)methyl]pyridin-2-yl}pyridazine-4-carboxamide